FC=1C=C(C=CC1)C=1C(=NN(C1C(=O)O)C=1SC(=C(N1)C1=CC=CC=C1)SC(C)C)C 4-(3-fluorophenyl)-1-(5-(isopropylsulfanyl)-4-phenylthiazol-2-yl)-3-methyl-1H-pyrazole-5-carboxylic acid